3-(dimethylamino)propanoic acid HCl Cl.CN(CCC(=O)O)C